4-(4'-chloro-3'-(2-phenyl-6-(4-(trifluoromethyl)phenyl)pyrimidin-4-yl)-[1,1'-biphenyl]-2-yl)-2-phenylbenzofuro[3,2-d]pyrimidine ClC1=C(C=C(C=C1)C1=C(C=CC=C1)C=1C2=C(N=C(N1)C1=CC=CC=C1)C1=C(O2)C=CC=C1)C1=NC(=NC(=C1)C1=CC=C(C=C1)C(F)(F)F)C1=CC=CC=C1